Cl.C(=O)(OC(C)(C)C)NCCCCCCN N-Boc-1,6-hexylenediamine hydrochloride